COCOC1=C(C=CC=C1)C1=CC2=C(N=N1)NC1=C2C(N(CC1)C1=NC=C(C=N1)C1=CCN(CC1)C(=O)OC(C)(C)C)C tert-butyl 4-(2-(3-(2-(methoxymethoxy)phenyl)-5-methyl-7,8-dihydro-5H-pyrido[3',4':4,5]pyrrolo[2,3-c]pyridazin-6(9H)-yl)pyrimidin-5-yl)-5,6-dihydropyridine-1(2H)-carboxylate